C(C)(C)(C)C1N(CC12CC(C2)C(F)F)C(=O)OC(C)C=2C=C1C(CCOC1=CC2)(F)F 1-(4,4-difluorochroman-6-yl)ethan-1-ol tert-butyl-6-(difluoromethyl)-2-azaspiro[3.3]heptane-2-carboxylate